2-(1-(4-Azaspiro[2.5]octan-7-yl)-1H-pyrazol-4-yl)-8-chloro-7-((2-methyl-1H-benzo[d]imidazol-6-yl)oxy)quinoxaline C1CC12NCCC(C2)N2N=CC(=C2)C2=NC1=C(C(=CC=C1N=C2)OC=2C=CC1=C(NC(=N1)C)C2)Cl